NC1=NN2C(C=C(C=C2)C=2C=NC(=C(C(=O)NCC3=C(C=CC(=C3)C(F)(F)F)F)C2)CC)=N1 5-(2-amino-[1,2,4]triazolo[1,5-a]pyridin-7-yl)-2-ethyl-N-(2-fluoro-5-(trifluoromethyl)benzyl)nicotinamide